BrC=1C=C(C=C2C=C(NC12)C=1CN(CCC1)C(=O)OC(C)(C)C)C(=O)N1CC=2N(N=CC2C1)CC tert-butyl 3-(7-bromo-5-(1-ethyl-1,4,5,6-tetrahydropyrrolo[3,4-c]pyrazole-5-carbonyl)-1H-indol-2-yl)-5,6-dihydropyridine-1(2H)-carboxylate